C(C)OC(C)N1N=CC(=C1)C=1C(=NNC1C)C 1-(1-ethoxyethyl)-3',5'-dimethyl-1H,1'H-4,4'-bipyrazole